(S)-(6-cyclopropylpyrazolo[1,5-a]pyridin-3-yl)(4-(4-methoxypyrazolo[1,5-a]pyridin-2-yl)-6,7-dihydro-1H-imidazo[4,5-c]pyridin-5(4H)-yl)methanone C1(CC1)C=1C=CC=2N(C1)N=CC2C(=O)N2[C@@H](C1=C(CC2)NC=N1)C1=NN2C(C(=CC=C2)OC)=C1